1-methanesulfonyl-2-ethylamine CS(=O)(=O)CCN